[N+](=O)([O-])C=1C=C2C(=CC=NC2=CC1)NC1=NC=C(C(=O)NC2=CC=C(C=C2)NC2=CC=NC=C2)C=C1 6-(6-nitroquinolin-4-ylamino)-N-(4-(pyridin-4-ylamino)phenyl)nicotinamide